C(C(=O)[C@H]([C@@H]([C@@H](C(=O)O)O)O)O)O The molecule is the straight-chain keto form of D-fructuronic acid. It derives from a keto-D-fructose. It is a conjugate acid of a keto-D-fructuronate.